3-(3-(2,2-difluoroethyl)-7-(((3S,4S)-3-fluoro-1-methylpiperidin-4-yl)amino)benzofuran-2-yl)prop-2-yn FC(CC1=C(OC2=C1C=CC=C2N[C@@H]2[C@H](CN(CC2)C)F)C#CC)F